6-[(7S)-2-{3-[4-(4-Methyl-4H-1,2,4-triazol-3-yl)phenyl]-1H-pyrazolo[3,4-b]pyridin-5-yl}-6,7,8,9-tetrahydro-5H-benzo[7]annulen-7-yl]-3-oxa-6-azabicyclo[3.1.1]heptane CN1C(=NN=C1)C1=CC=C(C=C1)C1=NNC2=NC=C(C=C21)C=2C=CC1=C(CC[C@H](CC1)N1C3COCC1C3)C2